tert-butyl (R)-5-bromo-3-((methyl ((S)-5,6,7,8-tetrahydroquinolin-8-yl)amino)methyl)-3,4-dihydroisoquinoline-2(1H)-carboxylate BrC1=C2C[C@@H](N(CC2=CC=C1)C(=O)OC(C)(C)C)CN([C@H]1CCCC=2C=CC=NC12)C